O=C1NC2=C(N1)C=CC=C2C=2C=C(C=CC2)NC(C2=CC=C(C=C2)OCCN2CCCCC2)=O N-(3-(2-oxo-2,3-dihydro-1H-benzo[d]imidazol-4-yl)phenyl)-4-(2-(piperidin-1-yl)ethoxy)benzamide